8-isobutoxy-2-oxaspiro[3.5]non-7-ene-6-one C(C(C)C)OC1=CC(CC2(COC2)C1)=O